BrC=1C=CC2=C(NC(N2C2=C(C=C(C=C2)OCC2=CC=CC=C2)OCC2=CC=CC=C2)=O)C1F 6-bromo-3-(2,4-dibenzyloxyphenyl)-7-fluoro-1H-benzimidazol-2-one